COC(C1=C(C=C(C=C1C)C)C)=O 2,4,6-Trimethylbenzoic acid methyl ester